C(CC)=O (R)-propionaldehyde